C(C)(C)(C)OC(=O)NCCCCCCCCCCNCCCNC(OC(C)(C)C)=O tert-butyl N-[3-({10-[(tert-butoxycarbonyl)amino]decyl}amino)propyl]carbamate